C1(=C(C=CC=C1)C1N(CCC2=CC=CC=C12)CC(=O)OC(C)(C)C)C tert-Butyl 2-(1-(o-tolyl)-3,4-dihydroisoquinolin-2(1H)-yl)acetate